(1R,2S,5S)-3-((R)-2-hydroxy-3,3-dimethylbutyryl)-6,6-dimethyl-N-((S)-3-oxo-1-((S)-2-oxopyrrolidin-3-yl)-4-(trifluoromethoxy)butan-2-yl)-3-azabicyclo[3.1.0]hexane-2-carboxamide O[C@@H](C(=O)N1[C@@H]([C@H]2C([C@H]2C1)(C)C)C(=O)N[C@@H](C[C@H]1C(NCC1)=O)C(COC(F)(F)F)=O)C(C)(C)C